4-((2-Hydroxyethyl)amino)-2-oxo-1-phenyl-7-(trifluoromethyl)-1,2-dihydro-1,8-naphthyridine OCCNC1=CC(N(C2=NC(=CC=C12)C(F)(F)F)C1=CC=CC=C1)=O